C1(CC1)C1=C(C#N)C(=CC=C1)N1N=CC(=C1)C1=CN(C(C=C1C1=CC(N(C=C1)CCO)=O)=O)C 2-cyclopropyl-6-[4-[4-[1-(2-hydroxyethyl)-2-oxo-4-pyridyl]-1-methyl-6-oxo-3-pyridyl]pyrazol-1-yl]benzonitrile